fluoro-2-(4-fluorophenyl)pyridin FC=1C(=NC=CC1)C1=CC=C(C=C1)F